tert-butyl (2R)-2-[(2R)-4-[5-chloro-4-[[(1R)-1-(2,4-dichlorophenyl)ethyl]amino]pyrimidin-2-yl]-2-methyl-piperazine-1-carbonyl]pyrrolidine-1-carboxylate ClC=1C(=NC(=NC1)N1C[C@H](N(CC1)C(=O)[C@@H]1N(CCC1)C(=O)OC(C)(C)C)C)N[C@H](C)C1=C(C=C(C=C1)Cl)Cl